3-([(2-methoxyethyl)(methyl)amino]methylcyclopentyl)quinazolin-2-amine COCCN(C)CC1(CCCC1)N1C(N=C2C=CC=CC2=C1)N